C(#N)C1=CC=C2C=3C(C4=C(C=C(C(=C4)C#C)N4CCN(CC4)C(=O)O)C4(CCOCC4)C3NC2=C1)=O 4-(3-Cyano-9-ethynyl-11-oxo-2',3',5,5',6',11-hexahydrospiro[benzo[b]carbazole-6,4'-pyran]-8-yl)piperazine-1-carboxylic acid